S1C(=CC=C1)NC=C(C(=O)OCC)C(=O)OCC Diethyl 2-[(2-thienylamino)methylene]propanedioate